C(C)C1=CC2=C(C3=CC=CC=C3C(=C2C=C1)OCC(C)C)OCC(C)C 2-ethyl-9,10-di(isobutoxy)-anthracene